N-[4-methyl-3-(4,4,5,5-tetramethyl-1,3,2-dioxaborolan-2-yl)phenyl]-3-[(trifluoromethyl)sulfanyl]pyrrolidine-1-carboxamide CC1=C(C=C(C=C1)NC(=O)N1CC(CC1)SC(F)(F)F)B1OC(C(O1)(C)C)(C)C